C1(CC1)C1=CC(=NN1C1=CC=C(C=C1)NC(CC)=O)C(F)(F)F N-{4-[5-cyclopropyl-3-(trifluoromethyl)-1H-pyrazol-1-yl]phenyl}propionamide